4-(methylamino)pyrimidin CNC1=NC=NC=C1